C(=S)[O-] thiocarboxylate